7-((2-((4-((1R,4R)-2,5-diazabicyclo[2.2.1]heptan-2-yl)-2-(difluoromethoxy)phenyl)amino)-5-chloropyrimidin-4-yl)amino)isoindolin [C@H]12N(C[C@H](NC1)C2)C2=CC(=C(C=C2)NC2=NC=C(C(=N2)NC=2C=CC=C1CNCC21)Cl)OC(F)F